N-(4'-((2-(1,1-difluoroethyl)-6-methylpyrimidin-4-yl)amino)-5-(morpholinomethyl)-[2,3'-bipyridin]-6'-yl)acetamide FC(C)(F)C1=NC(=CC(=N1)NC1=C(C=NC(=C1)NC(C)=O)C1=NC=C(C=C1)CN1CCOCC1)C